ClC1=C(C(=O)C2=CC=C(C=C2)F)C=CC=C1 2-chloro-4'-fluoro-benzophenone